ethyl ((S)-2-(3-((1-(2-(4,4-dimethylpentyl)-5-methoxyphenyl)piperidin-4-yl)methoxy)phenyl)propyl)(methyl)phosphinate CC(CCCC1=C(C=C(C=C1)OC)N1CCC(CC1)COC=1C=C(C=CC1)[C@@H](CP(OCC)(=O)C)C)(C)C